C(C)OC(CC1=C(C=CC=C1)OCC1=COC2=C1C=C(C=C2NC2CCCC2)Cl)=O 2-(2-((5-chloro-7-(cyclopentylamino)benzofuran-3-yl)methoxy)phenyl)acetic acid ethyl ester